C(#N)C=1C(=NC(=CC1)C1=CC(=C(C=C1)C#N)F)N1CCC(CC1)NC(OC(C)(C)C)=O tert-butyl (1-(3-cyano-6-(4-cyano-3-fluorophenyl)pyridin-2-yl)piperidin-4-yl)carbamate